C(C)(=O)O.NC(C(C)(C)NC(OC(C)(C)C)=O)=N tert-butyl (1-amino-1-imino-2-methylpropan-2-yl)carbamate, acetic acid salt